CN(C1(CCC1)CNC=1C2=C(N=C(N1)OC[C@@H]1N(CCC1)C)C(=C(N=C2)C2=CC(=CC1=CC=CC=C21)O)F)C (R)-4-(4-(((1-(dimethylamino)cyclobutyl)methyl)amino)-8-fluoro-2-((1-methylpyrrolidin-2-yl)methoxy)pyrido[4,3-d]pyrimidin-7-yl)naphthalen-2-ol